C(C)(=O)N1CC2=C(CC1)N=C(S2)NC2=NC1=C(N2C)C=CC(=C1)C(=O)O 2-((5-acetyl-4,5,6,7-tetrahydrothiazolo[5,4-c]pyridin-2-yl)amino)-1-methyl-1H-benzo[d]imidazole-5-carboxylic acid